5-chloro-N-[3-[1-(5-cyclopropyl-4-[[2-(trimethylsilyl)ethoxy]methyl]-1,2,4-triazol-3-yl)imidazo[1,5-a]pyridin-6-yl]-2,4-difluorophenyl]-2-methoxypyridine-3-sulfonamide ClC=1C=C(C(=NC1)OC)S(=O)(=O)NC1=C(C(=C(C=C1)F)C=1C=CC=2N(C1)C=NC2C2=NN=C(N2COCC[Si](C)(C)C)C2CC2)F